3-[2-(2-azidoethoxy)ethoxy]-2,2-dimethylpropionic acid N(=[N+]=[N-])CCOCCOCC(C(=O)O)(C)C